N1C(=CC=C1)CN1CC2=CC=CC(=C2CC1)OC1=NC=CC=C1NC(=O)NC1=CC=C(C=C1)OC(F)(F)F 1-(2-(2-((1H-pyrrol-2-yl)methyl)-1,2,3,4-tetrahydroisoquinolin-5-yloxy)pyridin-3-yl)-3-(4-(trifluoromethoxy)phenyl)urea